FC(CN1C=CC2=C(C=CC=C12)C1=C(C=C2NC(C=3N(C2=C1C)C(=NN3)C)(C)C)OC(F)F)F 8-[1-(2,2-Difluoro-ethyl)-1H-indol-4-yl]-7-(difluoro-methoxy)-1,4,4,9-tetramethyl-5H-[1,2,4]triazolo[4,3-a]quinoxaline